(S)-N-(1-Cyclopropylethyl)-2-(3-(5-((4,4-Difluorocyclohexyl)Carbamoyl)-4H-1,2,4-Triazol-3-Yl)Phenyl)Oxazole-5-Carboxamide C1(CC1)[C@H](C)NC(=O)C1=CN=C(O1)C1=CC(=CC=C1)C1=NN=C(N1)C(NC1CCC(CC1)(F)F)=O